[Cl-].C1(=C(C(=CC(=C1)C)C)[N+]1=CN2C(C=CC=C2C2=C(C=C(C=C2C2CCCCC2)C2CCCCC2)C2CCCCC2)=C1)C 2-mesityl-5-(2,4,6-tricyclohexylphenyl)imidazo[1,5-a]pyridin-2-ium chloride